CC=1C=C(C=C(C1N)C)C1=CC(=CC(=C1)C1=CC=CC=C1)C1=CC=CC=C1 3,5-dimethyl-5'-phenyl-[1,1':3',1''-terphenyl]-4-amine